The molecule is a member of the class of coumestans that is coumestan with hydroxy substituents at positions 3 and 9. It has a role as an anti-inflammatory agent, an antioxidant and a plant metabolite. It is a member of coumestans, a delta-lactone and a polyphenol. It derives from a coumestan. C1=CC2=C(C=C1O)OC3=C2C(=O)OC4=C3C=CC(=C4)O